tert-butyl 5-(4-fluorobenzyl)-9,9-dimethyl-8,9-dihydro-7H-pyrrolo[3,2-c][1,2,4]triazolo[1,5-a]pyridine-7-carboxylate FC1=CC=C(CC2=CC3=C(C=4N2N=CN4)C(CN3C(=O)OC(C)(C)C)(C)C)C=C1